O=C1NC(CCC1N1C(C2=CC=C(C=C2C1=O)CN1CCC(=CC1)C=1C2=C(N=C(N1)C)SC1=C2CCCC1)=O)=O 2-(2,6-dioxopiperidin-3-yl)-5-((4-(2-methyl-5,6,7,8-tetrahydrobenzo[4,5]thieno[2,3-d]pyrimidin-4-yl)-3,6-dihydropyridine-1(2H)-yl)methyl)isoindoline-1,3-dione